((Tert-butyldimethylsilyl)oxy)-1H-indazole [Si](C)(C)(C(C)(C)C)ON1N=CC2=CC=CC=C12